COC(=O)C=1C=CC2=CN(N=C2C1)CC1=CC(=CC=C1)OC 2-(3-Methoxybenzyl)-2H-indazole-6-carboxylic acid methyl ester